(9-(1-(Tert-butoxycarbonyl)-1H-indol-6-yl)-6-hydroxy-[1,2,4]triazolo[5,1-a]isoquinoline-5-carbonyl)glycine C(C)(C)(C)OC(=O)N1C=CC2=CC=C(C=C12)C1=CC=C2C(=C(N3C(C2=C1)=NC=N3)C(=O)NCC(=O)O)O